CC1(C(CCC1)NC1=NC(=NC=C1C(=O)OCC)SC)C ethyl 4-(2,2-dimethylcyclopentylamino)-2-(methylthio)pyrimidine-5-carboxylate